2-chloro-5-(1-(tetrahydro-2H-pyran-2-yl)-1H-pyrazol-4-yl)pyrimidine ClC1=NC=C(C=N1)C=1C=NN(C1)C1OCCCC1